(S)-2-bromo-7-methyl-4,5,7,8-tetrahydro-3H-1-thia-5a,8-diazabenzo[cd]azulen-9(6H)-one BrC=1SC=2C(N[C@H](CN3C2C1CCC3)C)=O